N-(3-chloro-1H-indol-7-yl)-1-(4-piperidyl)pyrazole-4-sulfonamide ClC1=CNC2=C(C=CC=C12)NS(=O)(=O)C=1C=NN(C1)C1CCNCC1